7'-(3,5-difluorophenoxy)-4'-(trifluoromethylsulfanyl)spiro[1,3-dioxolane-2,3'-indane]-1'-one FC=1C=C(OC=2C=CC(=C3C4(CC(C23)=O)OCCO4)SC(F)(F)F)C=C(C1)F